tert-butyl (R,E)-3-(3-hydroxy-3-methyl-4-oxo-2,3,4,5-tetrahydro-1H-pyrido[2,3-b][1,4]diazepin-8-yl)acrylate O[C@@]1(CNC2=C(NC1=O)N=CC(=C2)/C=C/C(=O)OC(C)(C)C)C